4-[2-Cyclopropyl-6-[4-[[2-(difluoromethoxy)ethylamino]methyl]-6-fluoro-2-oxo-benzo[cd]indol-1(2H)-yl]pyridin-4-yl]-3-(4-methyl-4H-1,2,4-triazol-3-yl)benzonitrile C1(CC1)C1=NC(=CC(=C1)C1=C(C=C(C#N)C=C1)C1=NN=CN1C)N1C(C2=C3C(C(=CC=C13)F)=CC(=C2)CNCCOC(F)F)=O